C(C)[Si](OC)(OC)OC Ethyl-trimethoxysilan